1-(4-ethoxy-3,5-dimethoxyphenyl)propan-2-amine C(C)OC1=C(C=C(C=C1OC)CC(C)N)OC